N12CCNCC2CCCC1 1,4-diazabicyclo[4.4.0]decane